(1R,2R,3R)-N-(7-chloro-6-(4-((3R,4R)-4-hydroxy-3-methyltetrahydrofuran-3-yl)piperazin-1-yl)isoquinolin-3-yl)-2-methyl-3-(pyridin-2-yl)cyclopropane-1-carboxamide ClC1=C(C=C2C=C(N=CC2=C1)NC(=O)[C@@H]1[C@@H]([C@H]1C1=NC=CC=C1)C)N1CCN(CC1)[C@@]1(COC[C@@H]1O)C